ClC=1C=C(C=CC1C)C1(CCC1)O 1-(3-chloro-4-methylphenyl)cyclobutan-1-ol